N=1OC=C2C1C=1C=CC=C(C1OC2)NC2=C(N=NC(=C2)Cl)C(=O)NC 4-((4H-chromeno[4,3-c]isoxazol-6-yl)amino)-6-chloro-N-methylpyridazine-3-carboxamide